(7,8-difluoro-3-(methoxymethoxy)-6-(trimethylsilyl)naphthalen-1-yl)boronic acid FC1=C(C=C2C=C(C=C(C2=C1F)B(O)O)OCOC)[Si](C)(C)C